[Ag].ClC1=C(C=CC(=C1Cl)C1=C(N=C(S1)CO)C(=O)N1[C@H](CCCC1)C)S(=O)(=O)N[C@H](C(F)(F)F)C 2,3-dichloro-4-(2-(hydroxymethyl)-4-((S)-2-methylpiperidin-1-carbonyl)thiazol-5-yl)-N-((S)-1,1,1-trifluoropropan-2-yl)benzenesulfonamide silver